CC(CCNC(C1=CC=C(C=C1)NC1=CC=C(C=C1)\C=C\C1=NC=CC=C1)=O)C N-(3-Methyl-butyl)-4-[4-((E)-2-pyridin-2-yl-vinyl)-phenylamino]-benzamide